F[C@@H]1C[C@@]2(CCCN2C1)COC=1N=C(C2=C(N1)SC1=C2C=CN=C1C1=C2C=NNC2=CC2=C1C(=CCC2)C#C[Si](C(C)C)(C(C)C)C(C)C)O 2-(((2R,7aS)-2-fluorotetrahydro-1H-pyrrolizin-7a(5H)-yl)methoxy)-8-(5-((triisopropylsilyl)ethynyl)-7,8-dihydro-1H-benzo[f]indazol-4-yl)pyrido[4',3':4,5]thieno[2,3-d]pyrimidin-4-ol